Nα-Fmoc-Nε-biotinyl-L-lysine C(=O)(OCC1C2=CC=CC=C2C2=CC=CC=C12)N[C@@H](CCCCNC(CCCC[C@@H]1SC[C@@H]2NC(=O)N[C@H]12)=O)C(=O)O